C(C)(C)(C)N=NC1(CCCCC1)C#N 1-t-butylazo-1-cyanocyclohexane